Cl.N[C@]1([C@@H](C1)C(F)F)C(=O)NS(=O)(=O)C1(CC1)C (1R,2R)-1-amino-2-(difluoromethyl)-N-((1-methylcyclopropyl)sulfonyl)cyclopropane-1-carboxamide hydrochloride